N,N'-[(2S)-2-hydroxybicyclo[2.2.2]octane-1,4-diyl]bis[2-(4-methylphenoxy)acetamide] O[C@@H]1C2(CCC(C1)(CC2)NC(COC2=CC=C(C=C2)C)=O)NC(COC2=CC=C(C=C2)C)=O